CS(=O)(=O)OCCCCCC(N)C(=O)OCC1=CC=CC=C1 (benzyloxy)carbonyl(amino)hexyl methanesulfonate